BrC1CCC(C(C1Br)C(=O)O)C 5,6-dibromo-2-methylcyclohexanecarboxylic acid